C(#N)[Mn](C#N)(C#N)(C#N)(C#N)C#N hexacyanomanganese